5-Ethoxybenzaldehyde C(C)OC=1C=CC=C(C=O)C1